spiro[2.4]heptan-4-ol C1CC12C(CCC2)O